N-((+)-1-(3-amino-4-fluorophenyl)-3-cyclopropyl-1-phenylpropyl)-2-methylpropane-2-sulfinamide NC=1C=C(C=CC1F)C(CCC1CC1)(C1=CC=CC=C1)NS(=O)C(C)(C)C